methyl 3-(3,4-dihydro-2H-benzo[b][1,4]oxazin-8-yl)isonicotinate O1C2=C(NCC1)C=CC=C2C2=C(C(=O)OC)C=CN=C2